4-chloro-7,7-dimethyl-10-(1-(pyrazolo[1,5-a]pyrimidine-3-carbonyl)piperidin-4-yl)indolo[1,2-a]quinazolin-5(7H)-one ClC=1C=2C(N=C3N(C2C=CC1)C1=CC(=CC=C1C3(C)C)C3CCN(CC3)C(=O)C=3C=NN1C3N=CC=C1)=O